ClC=1C(=NC(=C(C1)F)C1=C(C=C(C=C1)C(F)F)OC)C(=O)OC Methyl 3-chloro-6-(4-(difluoromethyl)-2-methoxyphenyl)-5-fluoropicolinate